CC1(C2C3C4C=CC(C3C(C1)C2)C4)C(=O)O 9-methyl-9-hydroxycarbonyltetracyclo[6.2.1.13,6.02,7]Dodec-4-ene